rac-(1-(4-(((benzyloxy)carbonyl)amino)-5-fluoropyridin-2-yl)-2-methoxy-2-methylpropyl)carbamic acid tert-butyl ester C(C)(C)(C)OC(N[C@@H](C(C)(C)OC)C1=NC=C(C(=C1)NC(=O)OCC1=CC=CC=C1)F)=O |r|